(S)-3-(5-cyclopropyl-4-(4-methyl-5-(pyrrolidin-3-yl)pyrimidin-2-yl)isoxazol-3-yl)-1-isopropyl-1H-pyrazolo[3,4-d]pyrimidin-4-amine C1(CC1)C1=C(C(=NO1)C1=NN(C2=NC=NC(=C21)N)C(C)C)C2=NC=C(C(=N2)C)[C@H]2CNCC2